FC1=CC=C(C=C1)N1CCC2=C1N=C(N=C2NC)NC21CCC(CC2)(CC1)N1C=NC(=C1)C 7-(4-fluorophenyl)-N4-methyl-N2-[4-(4-methylimidazol-1-yl)-1-bicyclo[2.2.2]octanyl]-5,6-dihydropyrrolo[2,3-d]pyrimidine-2,4-diamine